2-QUINOXALINECARBALDEHYDE N1=C(C=NC2=CC=CC=C12)C=O